COC(C1=CC(=NC=C1C=1OC2=C(N1)C=CC(=C2)F)Cl)=O 2-chloro-5-(6-fluorobenzo[d]oxazol-2-yl)isonicotinic acid methyl ester